COC(C1=CC(=NC=C1)CN1C[C@H](CC1)N1C(N(C=2C1=NC=CC2)C2=CC=CC=C2)=O)=O (S)-2-((3-(2-oxo-1-phenyl-1,2-dihydro-3H-imidazo[4,5-b]pyridin-3-yl)pyrrolidin-1-yl)methyl)isonicotinic acid methyl ester